C1(CC1)C(=O)C1CCN(CC1)C1=CC=C(C=C1)SC1=CC(=C(C=C1)N)N cyclopropyl-(1-(4-((3,4-diaminophenyl)thio)phenyl)piperidin-4-yl)methanone